octyl-trimethyl-ammonium methanesulfonate CS(=O)(=O)[O-].C(CCCCCCC)[N+](C)(C)C